tungsten vanadium-titanium [Ti].[V].[W]